C(C1=CC=CC=C1)(=O)NC(C(=O)O)CCN(CCCCC1=NC=2NCCCC2C=C1)C1CC1 2-benzamido-4-[cyclopropyl-[4-(5,6,7,8-tetrahydro-1,8-naphthyridin-2-yl)butyl]amino]butanoic acid